FC1(CC(C1)CS(=O)(=O)O)F.ClC1=NC=CC(=C1)C1=CC=C2C(=N1)SC(=N2)OC(C)C2CCN(CC2)C2=NC(=NO2)C(C)C 5-(4-(1-((5-(2-chloropyridin-4-yl)thiazolo[5,4-b]pyridin-2-yl)oxy)ethyl)piperidin-1-yl)-3-isopropyl-1,2,4-oxadiazole (3,3-Difluorocyclobutyl)methanesulfonate